COC(CC(C)CCCC(C)(C)O)OC HYDROXYCITRONELLAL DIMETHYL ACETAL